rac-(1s,2r,3r,5r)-3-(benzylamino)-2-fluoro-8-azabicyclo[3.2.1]octane-8-carboxylic acid tert-butyl ester C(C)(C)(C)OC(=O)N1[C@@H]2[C@@H]([C@@H](C[C@H]1CC2)NCC2=CC=CC=C2)F |r|